tert-butyl (2S,4R)-4-(3-(2,6-bis(benzyloxy)pyridin-3-yl)-1-methyl-1H-indazol-6-yl)-2-methylpiperidine-1-carboxylate C(C1=CC=CC=C1)OC1=NC(=CC=C1C1=NN(C2=CC(=CC=C12)[C@H]1C[C@@H](N(CC1)C(=O)OC(C)(C)C)C)C)OCC1=CC=CC=C1